4-((6-chloronaphthalen-2-yl)oxy)-1H-1,2,3-triazole ClC=1C=C2C=CC(=CC2=CC1)OC=1N=NNC1